3-Fluoro-6-aminophenylboronic acid pinacol ester FC=1C=C(C(=CC1)N)B1OC(C)(C)C(C)(C)O1